n-hexylchlorodiethoxysilane C(CCCCC)[Si](OCC)(OCC)Cl